N-(5-(6-(2-fluoro-3,5-dimethoxyphenyl)-4,5-dihydro-1H-indazol-3-yl)-1-methyl-1H-pyrazol-4-yl)acrylamide FC1=C(C=C(C=C1OC)OC)C=1CCC=2C(=NNC2C1)C1=C(C=NN1C)NC(C=C)=O